BrC=1C=C(C=C(C1)OC)NC(=S)N 1-(3-bromo-5-methoxyphenyl)thiourea